4-(3-chloro-4,5-dimethoxyphenyl)-4,5,6,7-tetrahydrothieno[2,3-c]pyridine ClC=1C=C(C=C(C1OC)OC)C1C2=C(CNC1)SC=C2